4-(((5'-chloro-2'-(piperidin-4-ylamino)-[2,4'-bipyridyl]-6-yl)amino)methyl)tetrahydro-2H-pyran-4-carbonitrile ClC=1C(=CC(=NC1)NC1CCNCC1)C1=NC(=CC=C1)NCC1(CCOCC1)C#N